methyl 2-bromomethyl-6-(4-bromo-phenyl)-nicotinate BrCC1=C(C(=O)OC)C=CC(=N1)C1=CC=C(C=C1)Br